C1(=CC=C(C=C1)C1=NC(=NC(=C1)C1=CC=C(C=C1)C=1SC2=C(N1)C=CC=C2)C2=CC=C(C=C2)C=2SC1=C(N2)C=CC=C1)C1=CC=CC=C1 4-(biphenyl-4-yl)-2,6-di{4-(benzothiazol-2-yl)phenyl}-pyrimidine